C(#N)CNCCN(CCN(CC#N)CC#N)CCN1C(N(CC1)CCNCC#N)=O 2,2'-((2-((2-((cyanomethyl)amino)eth-yl)(2-(3-(2-((cyanomethyl)amino)eth-yl)-2-oxoimidazolidin-1-yl)ethyl)amino)ethyl)azane-diyl)diacetonitrile